C(C)(C)(C)OC(N[C@H](C(=C=O)N1CCC2(CC1)CN(C1=C(C=C(C=C12)F)F)S(=O)(=O)C)COC([2H])([2H])C1=CC=CC=C1)=O (R)-(1-(5,7-difluoro-1-(methylsulfonyl)spiro[indoline-3,4'-piperidin]-1'-yl)-1-carbonyl-3-(phenylmethoxy-d2)propan-2-yl)carbamic acid tert-butyl ester